N-[(2R,3S,4R,5R,6R)-4,5-dibenzyloxy-6-(benzyloxymethyl)-2-[3-[2-[2-(dibenzylamino)ethoxy]ethoxy]prop-1-ynyl]tetrahydropyran-3-yl]acetamide C(C1=CC=CC=C1)O[C@@H]1[C@H]([C@H](O[C@@H]([C@@H]1OCC1=CC=CC=C1)COCC1=CC=CC=C1)C#CCOCCOCCN(CC1=CC=CC=C1)CC1=CC=CC=C1)NC(C)=O